IC1=CC=CC=2OC3=CC=CC=C3C(C12)C#N 1-Iodo-9H-xanthene-9-carbonitrile